C(C)(C)(C)[C@@H]1N(CC[C@H](C1)C1=CC=2C=NC=CC2S1)C(=O)OC12CC3C(C(CC(C1)C3)C2)NC2=NC(=CC(=N2)Cl)NC=2N=CN(C2)C Trans-4-[(4-chloro-6-[(1-methyl-1H-imidazol-4-yl)amino]pyrimidin-2-yl)amino]adamantan-1-ol tert-butyl-4-(thieno[3,2-c]pyridin-2-yl)piperidine-1-carboxylate